N'-tetraphenylspiro[benzo[c]fluorene-7,9-fluorene]-5,9-diamine C1(=CC=CC2=CC=C3C=C4C=CC=CC4=CC3=C12)NC=1C=CC=2C=3C4=C(C(=CC3C3(C5=CC=CC=C5C=5C=CC=CC35)C2C1)N)C=CC=C4